FC1=CC=C(C=C1)N(C(C1=C(C=C(C(=C1)C(C)C)O)O)=O)CC1=CC=C(C=C1)C(NO)=O N-(4-fluorophenyl)-2,4-dihydroxy-N-(4-(hydroxycarbamoyl)benzyl)-5-isopropylbenzamide